C(CCCCC=C)C(C(=O)O)(C(=O)O)CCCCCC=C 2,2-di(hept-6-en-1-yl)malonic acid